CC1(OCCO1)C1=CC=C(C=C1)C1=NOC(=N1)C(F)(F)F (4-(2-methyl-1,3-dioxolan-2-yl)phenyl)-5-(trifluoromethyl)-1,2,4-oxadiazole